BrC=1C2(C3=CC=C(C(=C3C1)Cl)F)CCC1(CC2)NC(NC1=O)=O 2''-bromo-4''-chloro-5''-fluorodispiro[imidazolidine-4,1'-cyclohexane-4',1''-indene]-2,5-dione